(S)-5,7-dihydrospiro[cyclopenta[b]pyridine-6,4'-piperidine]-7-amine HCl salt Cl.N1CCC2(CC1)CC=1C(=NC=CC1)[C@H]2N